NC1=NC=CC=C1C1=NC=2C(=NC(=CC2)C2=C(C=CC=C2)Cl)N1C1=CC=C(CN2CCC(CC2)NC2=CC(=NC=N2)C#N)C=C1 6-((1-(4-(2-(2-aminopyridin-3-yl)-5-(2-chlorophenyl)-3H-imidazo[4,5-b]pyridin-3-yl)benzyl)piperidin-4-yl)amino)pyrimidine-4-carbonitrile